NC1=NC(=C(C=2N1C(N(N2)C[C@@H]2NCCOC2)=O)N2C[C@@H](O[C@@H](C2)C)C)C2=CC=CC=C2 5-amino-8-(cis-2,6-dimethylmorpholino)-2-(((S)-morpholin-3-yl)methyl)-7-phenyl-[1,2,4]triazolo[4,3-c]pyrimidin-3(2H)-one